(3S,6S,7aS,8aR,9aR)-6-((tert-butoxycarbonyl)amino)-5-oxodecahydro-1H-cyclopropa[d]pyrrolo[1,2-a]azocine-3-carboxylic acid C(C)(C)(C)OC(=O)N[C@H]1C[C@H]2[C@@H](C[C@@H]3N(C1=O)[C@@H](CC3)C(=O)O)C2